5-[1-(2-Fluoro-6-methyl-phenyl)-piperidin-4-yl]-2-methyl-7-[(S)-1-(2-trifluoromethyl-phenyl)-ethyl]-2,4,5,7-tetrahydro-pyrazolo[3,4-d]pyrimidin-6-on FC1=C(C(=CC=C1)C)N1CCC(CC1)N1C(N(C=2C(C1)=CN(N2)C)[C@@H](C)C2=C(C=CC=C2)C(F)(F)F)=O